NC=1C(=C(C(=NC1)C)C=1C=NC2=CC(=NC=C2C1)N(C)CC1=CC=C(C=C1)OC)Cl 3-(5-amino-4-chloro-2-methyl-3-pyridinyl)-N-[(4-methoxyphenyl)methyl]-N-methyl-1,6-naphthyridin-7-amine